2-(8-(((tert-butyldimethylsilyl)oxy)methyl)-6-fluoroisoquinolin-5-yl)acetic acid [Si](C)(C)(C(C)(C)C)OCC=1C=C(C(=C2C=CN=CC12)CC(=O)O)F